C1=CC=CC=2C3=CC=CC=C3C(C12)COC(=O)N(C(C(=O)O)CCC1=NC=CC=C1)C 2-((((9H-Fluoren-9-yl)methoxy)carbonyl)(methyl)amino)-4-(pyridin-2-yl)butanoic acid